COC(=O)C1C(C(C1C(NC1=CC=C(C=C1)N)=O)C(=O)OC)C(NC1=CC=C(C=C1)N)=O 2,4-bis((4-aminophenyl)carbamoyl)cyclobutane-1,3-dicarboxylic acid dimethyl ester